Butyl 3-((4-amino-6-(3-(4-cyclopropyl-2-fluorobenzamido)-5-fluoro-2-methylphenyl)pyrimidin-5-yl)oxy)azetidine-1-carboxylate NC1=NC=NC(=C1OC1CN(C1)C(=O)OCCCC)C1=C(C(=CC(=C1)F)NC(C1=C(C=C(C=C1)C1CC1)F)=O)C